NC=1C=C(C(=C2CCC(C(C12)=O)(C)OCCO)C)F 8-Amino-6-fluoro-2-(2-hydroxyethoxy)-2,5-dimethyl-3,4-dihydronaphthalen-1-one